(3R)-4-[2-[1-(phenylsulfonyl)pyrrolo[2,3-b]pyridin-3-yl]-5-chloro-6-oxo-1H-pyrimidin-4-yl]-3-methyl-piperazine-1-carboxylic acid tert-butyl ester C(C)(C)(C)OC(=O)N1C[C@H](N(CC1)C=1N=C(NC(C1Cl)=O)C1=CN(C2=NC=CC=C21)S(=O)(=O)C2=CC=CC=C2)C